C(C)(C)(C)C1CCC(CC1)N1CCC(CC1)N1C(N(C2=C1C=C(C(=C2)Cl)Cl)CCN2CCOCC2)=O 1-(1-(4-(tert-butyl)cyclohexyl)piperidin-4-yl)-5,6-dichloro-3-(2-morpholinoethyl)-1,3-dihydro-2H-benzo[d]imidazol-2-one